5-Allyl 1-(tert-butyl) 3-benzoyl-5-benzyl-4-oxotetrahydropyrimidine-1,5(2H)-dicarboxylate C(C1=CC=CC=C1)(=O)N1CN(CC(C1=O)(C(=O)OCC=C)CC1=CC=CC=C1)C(=O)OC(C)(C)C